C1(CC1)NC(C1=C(C(=CC=C1)C1=NOC(=C1C1=NC=NC=C1)C=1C=NN(C1C(F)(F)F)C[C@@H](C)O)OC)=O N-cyclopropyl-3-(5-{1-[(2R)-2-hydroxypropyl]-5-(trifluoromethyl)-1H-pyrazol-4-yl}-4-(pyrimidin-4-yl)-1,2-oxazol-3-yl)-2-methoxybenzamide